3-(oxetan-2-ylmethyl)-3H-imidazo[4,5-b]pyridine-5-carboxylic acid methyl ester COC(=O)C1=CC=C2C(=N1)N(C=N2)CC2OCC2